ClC=1C=C2C=NCN(C2=CC1)CC1=CC(=C(C=C1)F)C(=O)N1CCN(CC1)C(=O)C1CC1 6-Chloro-1-(3-(4-(cyclopropylcarbonyl)piperazine-1-carbonyl)-4-fluorobenzyl)quinazoline